6-chloro-7-cyclopropyloxy-4-(3-(2-fluorophenyl)-1-methyl-1H-pyrazol-4-yl)pyrido[3,2-d]pyrimidine ClC=1C(=CC=2N=CN=C(C2N1)C=1C(=NN(C1)C)C1=C(C=CC=C1)F)OC1CC1